5,6-dimethylthioxanthone CC1=C2SC=3C=CC=CC3C(C2=CC=C1C)=O